tert-butyl (5-bromo-2-oxo-1-(4-(trifluoromethyl)phenyl)-1,2,3,4-tetrahydroquinolin-3-yl)carbamate BrC1=C2CC(C(N(C2=CC=C1)C1=CC=C(C=C1)C(F)(F)F)=O)NC(OC(C)(C)C)=O